(8-(((1S,3S)-3-aminocyclopentyl)amino)-6,7-dihydrospiro[cyclopenta[d]pyrazolo[1,5-a]pyrimidine-5,1'-cyclopropane]-6-yl)methanol dihydrochloride Cl.Cl.N[C@@H]1C[C@H](CC1)NC1=C2C(=NC=3N1N=CC3)C3(CC3)C(C2)CO